2-methoxy-6-(methoxycarbonyl)pyridine-4-carboxylic acid COC1=NC(=CC(=C1)C(=O)O)C(=O)OC